5-chloro-4-fluoro-1H-pyrrolo[2,3-c]pyridine-2-carboxamide ClC=1C(=C2C(=CN1)NC(=C2)C(=O)N)F